6-ethoxy-2-methyl-N-[(1R)-1-phenylethyl]pyrido[3,4-d]pyrimidin C(C)OC1=CC2=C(N(C(N=C2)C)[C@H](C)C2=CC=CC=C2)C=N1